trifluoromethanesulfonic acid [5-chloro-3-iodo-6-(trifluoromethyl)-2-pyridinyl] ester ClC=1C=C(C(=NC1C(F)(F)F)OS(=O)(=O)C(F)(F)F)I